C12CN(CC(N1)C2)C2=NN=C(S2)C=2C(=CC(=NC2)C2=CC=C1N2N=CC(=C1)C#N)NC(C)C 7-(5-(5-(3,6-diazabicyclo[3.1.1]hept-3-yl)-1,3,4-thiadiazol-2-yl)-4-(isopropylamino)pyridin-2-yl)pyrrolo[1,2-b]pyridazine-3-carbonitrile